(1-methyl-1H-pyrazol-5-yl)-D-alaninamide hydrochloride Cl.CN1N=CC=C1N[C@H](C)C(=O)N